8-methyl-6-(2-morpholin-4-yl-ethyl)-2-thieno[3,2-c]pyridin-6-yl-3H-quinazolin-4-one hydrochloride Cl.CC=1C=C(C=C2C(NC(=NC12)C1=CC2=C(C=N1)C=CS2)=O)CCN2CCOCC2